ethyl 2-(6-(2-chloropyridin-4-yl)imidazo[1,2-b]pyridazin-2-yl)acetate ClC1=NC=CC(=C1)C=1C=CC=2N(N1)C=C(N2)CC(=O)OCC